ClC1=CC=C(C=C1)C=1N=C2N(C=CC=N2)C1CN1CC2CCC(C1)N2C(=O)N(C)C2=CC=C(C=C2)OCC 3-{[2-(4-chlorophenyl)imidazo[1,2-a]pyrimidin-3-yl]methyl}-N-(4-ethoxyphenyl)-N-methyl-3,8-diazabicyclo[3.2.1]octane-8-carboxamide